2-[4-({2,3-dimethoxy-6H,7H,8H,9H,10H-cyclohepta[b]1,5-naphthyridin-11-yl}amino)piperidin-1-yl]ethan-1-ol COC=1N=C2C(=C3C(=NC2=CC1OC)CCCCC3)NC3CCN(CC3)CCO